COC1=CC(=C(CSCCO)C=C1OC)[N+](=O)[O-] 2-((4,5-dimethoxy-2-nitrobenzyl)thio)ethan-1-ol